S(=O)(=O)([O-])[O-].C(CCCCCCCCCCCCCCCCC)(=O)C([NH+](CCO)CC)C(CCCCCCCCCCCCCCCCC)=O.C(CCCCCCCCCCCCCCCCC)(=O)C(C(CCCCCCCCCCCCCCCCC)=O)[NH+](CC)CCO distearoyl-ethyl-hydroxyethyl-methyl-ammonium sulfate